4-((tert-Butoxycarbonyl)(methyl)amino)cyclohexyl 4-methylbenzenesulfonate CC1=CC=C(C=C1)S(=O)(=O)OC1CCC(CC1)N(C)C(=O)OC(C)(C)C